N-(5-chloro-6-(2H-1,2,3-triazol-2-yl)pyridin-3-yl)-5-ethynyl-4-(3-ethynylpyridin-4-yl)-2-Methylbenzamide ClC=1C=C(C=NC1N1N=CC=N1)NC(C1=C(C=C(C(=C1)C#C)C1=C(C=NC=C1)C#C)C)=O